FC=1C=C(COC2=CC=C3CCNCC3=C2)C=CC1 7-((3-Fluorobenzyl)oxy)-1,2,3,4-tetrahydroisoquinoline